2-(3-((7R,8aS)-7-fluorohexahydropyrrolo[1,2-a]pyrazin-2(1H)-yl)-1-(5-methyl-2-((1-methyl-1H-pyrazol-4-yl)amino)pyrimidin-4-yl)azetidin-3-yl)acetonitrile F[C@@H]1C[C@@H]2N(CCN(C2)C2(CN(C2)C2=NC(=NC=C2C)NC=2C=NN(C2)C)CC#N)C1